2-chloroquinolin-3-carboxylic acid ClC1=NC2=CC=CC=C2C=C1C(=O)O